5-(4-((4-(benzo[4,5]imidazo[1,2-a]pyrimidin-2-yl)piperazin-1-yl)methyl)piperidin-1-yl)-2-(2,4-dioxotetrahydropyrimidin-1(2H)-yl)isoindoline-1,3-dione N=1C=2N(C=CC1N1CCN(CC1)CC1CCN(CC1)C=1C=C3C(N(C(C3=CC1)=O)N1C(NC(CC1)=O)=O)=O)C1=C(N2)C=CC=C1